NC1=NC2=C(C=3N1N=C(N3)C=3OC=CC3)SC(N2CCN2CCN(CC2)C2=C(C=C(C=C2)OCC2=NN(C=N2)C)F)=O 5-amino-3-(2-(4-(2-fluoro-4-((1-methyl-1H-1,2,4-triazol-3-yl)methoxy)phenyl)piperazin-1-yl)ethyl)-8-(furan-2-yl)thiazolo[5,4-e][1,2,4]triazolo[1,5-c]pyrimidin-2(3H)-one